6-[4-[acetyl-(methyl)amino]-3-cyano-phenyl]-N-[(2-methyl-3-pyridyl)methyl]pyridine-3-carboxamide C(C)(=O)N(C1=C(C=C(C=C1)C1=CC=C(C=N1)C(=O)NCC=1C(=NC=CC1)C)C#N)C